C(CCCCCCCCCCCCCCC)(=O)OC(CO)CO 1,3-dihydroxypropane-2-yl palmitate